CONC(N(C1=CC=C(C=C1)Cl)C)=O (methoxy)-1-methyl-1-(4-chlorophenyl)-urea